Cl.NCCC1=CC(=C(C=C1OC)S(=O)(C)=N)OC (4-(2-aminoethyl)-2,5-dimethoxyphenyl)(imino)(methyl)-λ6-sulfanone hydrochloride